1-methyl-imidazole-2-carboxamide formate C(=O)O.CN1C(=NC=C1)C(=O)N